ClC1=CC=C(C(=N1)C=O)C 6-CHLORO-3-METHYLPYRIDINE-2-CARBOXALDEHYDE